(2R)-2-[(5-nitropyrimidin-2-yl)amino]propane-1-sulfonamide [N+](=O)([O-])C=1C=NC(=NC1)N[C@@H](CS(=O)(=O)N)C